O=C(CC1=CC=C(C(=O)NC2=C(C=CC=C2)NC(OC(C)(C)C)=O)C=C1)NCC#C tert-Butyl (2-(4-(2-oxo-2-(prop-2-yn-1-ylamino)ethyl)benzamido)phenyl)carbamate